3-hydroxy-1-methyl-5-(trifluoromethyl)pyrrolidin-2-one OC1C(N(C(C1)C(F)(F)F)C)=O